3-(5-(((1S,2R)-2-(ethyl(isopropyl)amino)cyclopentyl)oxy)-1-oxoisoindolin-2-yl)piperidine-2,6-dione C(C)N([C@H]1[C@H](CCC1)OC=1C=C2CN(C(C2=CC1)=O)C1C(NC(CC1)=O)=O)C(C)C